2-Methyl-2H-pyrazole-3-carboxylic acid (2-methyl-4-o-tolylazo-phenyl)-amide CC1=C(C=CC(=C1)N=NC1=C(C=CC=C1)C)NC(=O)C=1N(N=CC1)C